5-chloro-2,3-dihydrobenzofuran-4-carboxamide ClC1=CC=C2C(CCO2)=C1C(=O)N